ClC1=C(C=CC(=C1)OC1=CC=C(C=C1)Cl)C1(OCC(O1)C)COC1=CC=C(C(=O)O)C=C1 4-((2-(2-chloro-4-(4-chlorophenoxy)phenyl)-4-methyl-1,3-dioxolan-2-yl)methoxy)benzoic acid